(S)-6-methyl-1-phenyl-4,5,6,7-tetrahydro-1H-pyrazolo[4,3-c]pyridine C[C@H]1CC2=C(CN1)C=NN2C2=CC=CC=C2